FC1=C(C(=CC=2CCC(CC12)(CNCC(C)C)O)O)N1CC(NS1(=O)=O)=O 5-(1-fluoro-3,7-dihydroxy-7-{[(2-methylpropyl)amino]methyl}-5,6,7,8-tetrahydronaphthalen-2-yl)-1λ6,2,5-thiadiazolidine-1,1,3-trione